2-amino-8-fluoro-N-[(3-fluoro-6-methyl-2-pyridyl)methyl]quinazoline-4-carboxamide NC1=NC2=C(C=CC=C2C(=N1)C(=O)NCC1=NC(=CC=C1F)C)F